ClC1=C(NC)C=CC(=C1)CN1CCN(CC1)C 2-chloro-N-methyl-4-[(4-methylpiperazin-1-yl)methyl]aniline